O=S1(NCCC2=C1C=CC(=C2)O)=O 1,1-dioxo-3,4-dihydro-2H-benzo[e][1,2]thiazin-6-ol